Methyl 1-((2R,4S,5R)-4-((4-chlorobenzoyl)oxy)-5-(((4-chlorobenzoyl)oxy)methyl)tetrahydrofuran-2-yl)-5-formyl-1H-imidazole-4-carboxylate ClC1=CC=C(C(=O)O[C@H]2C[C@@H](O[C@@H]2COC(C2=CC=C(C=C2)Cl)=O)N2C=NC(=C2C=O)C(=O)OC)C=C1